(R)-3-(6-cyclopropyl-4-(cyclopropyl(4-methyl-4H-1,2,4-triazol-3-yl)methyl)pyridin-2-yl)-8-methyl-6-(((R)-2-methylmorpholinyl)methyl)-4H-chromen-4-one C1(CC1)C1=CC(=CC(=N1)C1=COC2=C(C=C(C=C2C1=O)CN1C[C@H](OCC1)C)C)[C@H](C1=NN=CN1C)C1CC1